C1(CC1)C(C1=C(C=C(C=C1)C)C)NC(=O)C1(CC1)C=1C=C2C(=CNC2=CC1)CCOP(O)(O)=O {2-[5-(1-{[cyclopropyl-(2,4-dimethylphenyl)methyl]carbamoyl}cyclopropyl)-1H-indol-3-yl]ethoxy}phosphonic acid